(7R)-N-(2-Amino-4-((4-(trifluoromethyl)benzyl)amino)phenyl)-7,8-difluorooctanamid NC1=C(C=CC(=C1)NCC1=CC=C(C=C1)C(F)(F)F)NC(CCCCC[C@H](CF)F)=O